[2-[5-[[1-[(E)-2-(aminomethyl)-3-fluoro-allyl]-5-oxo-1,2,4-triazol-4-yl]methyl]-2-thienyl]ethynyl]-3,4-dihydro-1H-quinolin-2-one hydrochloride Cl.NC/C(/CN1N=CN(C1=O)CC1=CC=C(S1)C#CN1C(CCC2=CC=CC=C12)=O)=C\F